2-(4-bromo-2-fluorophenyl)-4-(6-fluoro-1-methyl-1H-benzo[d]imidazol-2-yl)thiazole BrC1=CC(=C(C=C1)C=1SC=C(N1)C1=NC2=C(N1C)C=C(C=C2)F)F